P(OC1=C(C=C(C=C1C(C)(C)C)OC)C1=C(C(=CC(=C1)OC)C(C)(C)C)OP(OC1=C(C=C(C=C1)C)C)OC1=C(C=C(C=C1)C)C)(OC1=C(C=C(C=C1)C)C)OC1=C(C=C(C=C1)C)C 3,3'-di-tert-butyl-5,5'-dimethoxy-[1,1'-biphenyl]-2,2'-diyl tetrakis(2,4-dimethylphenyl) bis(phosphite)